The molecule is a member of the class of chromones in which the 1,4-benzopyrone skeleton is substituted with a methyl group at position 2 and with hydroxy groups at positions 5 and 7. A natural product, it is found in Pisonia aculeata. It has a role as a plant metabolite. It is a member of chromones and a member of resorcinols. It is a conjugate acid of a noreugenin(1-). CC1=CC(=O)C2=C(C=C(C=C2O1)O)O